OC(C(=O)[O-])CC[C@H]1CC[C@H]2[C@@H]3CCC4=CCCC[C@]4(C)[C@H]3CC[C@]12C alpha-hydroxy-pregn-4-ene-21-acetate